1-(3-(3,6-difluoro-9H-carbazol-9-yl)-2-hydroxy-2-methylpropyl)-6-methylpiperidin-2-one FC=1C=CC=2N(C3=CC=C(C=C3C2C1)F)CC(CN1C(CCCC1C)=O)(C)O